C(C)OC(CCCCCCOC1=CC2=C(N(C=N2)C2=CC=C(C=C2)N)C=C1)=O 7-[1-(4-amino-phenyl)-1H-benzimidazol-5-yloxy]-heptanoic acid ethyl ester